4-(Chloromethyl)-5-methoxy-7-methyl-1-tosyl-1H-indole-3-carbonitrile ClCC1=C2C(=CN(C2=C(C=C1OC)C)S(=O)(=O)C1=CC=C(C)C=C1)C#N